N1=C(C=CC=C1C)C LUTIDINE